2,N-dicyclohexyl-2-[2-(4-fluoro-phenyl)-6-methoxy-benzoimidazol-1-yl]-acetamide C1(CCCCC1)C(C(=O)NC1CCCCC1)N1C(=NC2=C1C=C(C=C2)OC)C2=CC=C(C=C2)F